O1COC2=C1C=CC(=C2)C2=CC=C(C1=CC=CC=C21)OC2OC[C@H]([C@@H]([C@H]2O)O)O (3R,4S,5R)-2-(1-(benzo[d][1,3]dioxol-5-yl)naphthalen-4-yloxy)-tetrahydro-2H-pyran-3,4,5-triol